IC1=CN(C2=NC(=CN=C21)N2C1CC(CC2CC1)NC(OC(C)(C)C)=O)COCC[Si](C)(C)C tert-butyl N-[exo-8-(7-iodo-5-{[2-(trimethylsilyl) ethoxy]methyl}-5H-pyrrolo[2,3-b]pyrazin-3-yl)-8-azabicyclo[3.2.1]octan-3-yl]carbamate